((2-chloro-4-((5-cyclopropyl-3-(2,6-dichlorophenyl) isoxazol-4-yl) methoxy) phenyl) ethynyl)-5-cyclopropylbenzoate ClC1=C(C=CC(=C1)OCC=1C(=NOC1C1CC1)C1=C(C=CC=C1Cl)Cl)C#COC(C1=CC=CC(=C1)C1CC1)=O